O=C1N(CC2=CC=CC=C12)C(C(=O)N)C(C)C 1-oxoisoindolin-2-yl-3-methylbutanamide